ClC1=C(C=2N=C(N=C(C2C=N1)NCC1(CCC1)N(C)C)OCC12CCCN2CCC1)F 7-chloro-N-((1-(dimethylamino)cyclobutyl)methyl)-8-fluoro-2-((hexahydro-1H-pyrrolizin-7a-yl)methoxy)pyrido[4,3-d]pyrimidin-4-amine